N-(5-Cyano-6-(2H-1,2,3-triazol-2-yl)pyridin-3-yl)-1-(pyrrolo[2,1-f][1,2,4]-triazin-4-yl)-5-(trifluoromethyl)-1H-pyrazol-4-carboxamid C(#N)C=1C=C(C=NC1N1N=CC=N1)NC(=O)C=1C=NN(C1C(F)(F)F)C1=NC=NN2C1=CC=C2